[C@@H]1([C@H](O)[C@H](O)[C@H](O1)[C@@H](O)C)N1C2=NC(=NC(=C2N=C1)N)F 9-(6-deoxy-α-L-talofuranosyl)-2-fluoroadenine